NC1=C(C=C(C=N1)C1(CC1)C#N)SCC 1-(6-amino-5-ethylsulfanyl-3-pyridinyl)cyclopropanecarbonitrile